(R)-5-(((4-(3-chloro-4-(2-chloro-3-((3-fluoro-4-(((tetrahydro-2H-pyran-4-yl)amino)methyl)pyridin-2-yl)amino)phenyl)pyridin-2-yl)-2-fluoro-6-methoxybenzyl)amino)methyl)pyrrolidin-2-one ClC=1C(=NC=CC1C1=C(C(=CC=C1)NC1=NC=CC(=C1F)CNC1CCOCC1)Cl)C1=CC(=C(CNC[C@H]2CCC(N2)=O)C(=C1)OC)F